nitrogen phosphorus adiponitrile C(CCCCC#N)#N.[P].[N]